OC1=CC=C(C(=O)OC2=C(C=C(C=C2)OC(C2=CC=C(C=C2)OCCCOCC2(COC2)C)=O)C)C=C1 4-((4-hydroxybenzoyl)oxy)-3-methylphenyl-4-(3-((3-methyloxetan-3-yl)methoxy)propoxy)benzoate